ClC1=C(C=C(OC2=C(C#N)C=C(C=C2)CO)C=C1)F 2-(4-Chloro-3-fluorophenoxy)-5-(hydroxymethyl)benzonitrile